IC1=CC(=NC=C1)NC=NO N-(4-iodo-pyridin-2-yl)formamide oxime